(2S,4R)-1-(2-(3-acetyl-5-(2-methylpyrimidin-5-yl)-1H-indazol-1-yl)acetyl)-N-(3-bromo-2-cyanophenyl)-4-fluoropyrrolidine-2-carboxamide C(C)(=O)C1=NN(C2=CC=C(C=C12)C=1C=NC(=NC1)C)CC(=O)N1[C@@H](C[C@H](C1)F)C(=O)NC1=C(C(=CC=C1)Br)C#N